(E)-3-(4-Hydroxy-3-nitrophenyl)-1-(4-piperidin-1-ylsulfonylphenyl)prop-2-en-1-one OC1=C(C=C(C=C1)/C=C/C(=O)C1=CC=C(C=C1)S(=O)(=O)N1CCCCC1)[N+](=O)[O-]